COC(C=CCCCCCCCO)=O 10-hydroxydecenoic acid methyl ester